(3R)-N-[2,4-difluoro-3-[8-methyl-2-[3-(methylamino)propylamino]-7-oxopyrido[2,3-d]pyrimidin-6-yl]phenyl]-3-fluoropyrrolidine-1-sulfonylamine hydrochloride Cl.FC1=C(C=CC(=C1C1=CC2=C(N=C(N=C2)NCCCNC)N(C1=O)C)F)NS(=O)(=O)N1C[C@@H](CC1)F